NC(CC(=O)O)C(NC(COC(C(C)C)=O)CC)=O 3-Amino-3-({1-[(2-methylpropanoyl)oxy]butan-2-yl}carbamoyl)propanoic acid